[N-](S(=O)(=O)C(F)(F)F)S(=O)(=O)C(F)(F)F.C(CCCCCCC)[P+](CCC[Si](C)(C)Cl)(CCCCCCCC)CCCCCCCC trioctyl{3-(chlorodimethylsilyl)propyl}phosphonium bis(trifluoromethanesulfonyl)imide